C(C)[C@@]1([C@H](C1)C1=CC=C(C=C1)C(=O)OC)C(=O)O (1R,2R)-1-Ethyl-2-(4-(methoxycarbonyl)phenyl)cyclopropane-1-carboxylic acid